ClC=1C=C(N(C2=CC=NC3=CC=C(N=C23)O)CC(=O)O)C=CC1F 2-(3-chloro-4-fluoro-N-(6-hydroxy-1,5-naphthyridin-4-yl)anilino)acetic acid